ClC1=C(CN2N=C(N=N2)C2=CC=CC(=N2)C(CS(=O)(=O)N)(C)O)C=C(C=C1)OC(F)(F)F 2-(6-(2-(2-chloro-5-(trifluoromethoxy)benzyl)-2H-tetrazol-5-yl)pyridin-2-yl)-2-hydroxypropane-1-sulfonamide